ClCC=1C=NN(C1)C1=NC(=CC=C1)OC 2-(4-(chloromethyl)-1H-pyrazol-1-yl)-6-methoxypyridine